(S)-2-(6-(3-Methyl-1H-pyrrolo[2,3-b]pyridin-5-yl)-1,2,3,4-tetrahydroisoquinolin-8-yl)pyrrolidin CC1=CNC2=NC=C(C=C21)C=2C=C1CCNCC1=C(C2)[C@H]2NCCC2